(((3R,5S,6R)-6-fluoro-5-methyl-1-oxaspiro[2.5]octan-5-yl)methyl)-1H-benzo[d]imidazole-6-carbonitrile F[C@H]1[C@](C[C@@]2(CO2)CC1)(C)CN1C=NC2=C1C=C(C=C2)C#N